(S)-3-methyl-2-oxo-N-(5-((5-(trifluoromethyl)pyridin-2-yl)oxy)-2,3-dihydrobenzofuran-7-yl)imidazolidine-4-carboxamide CN1C(NC[C@H]1C(=O)NC1=CC(=CC=2CCOC21)OC2=NC=C(C=C2)C(F)(F)F)=O